(1S,2S)-2-methoxy-cyclopentyl-amine CO[C@@H]1[C@H](CCC1)N